(S)-N-((S)-1-(((S)-1-amino-1-oxopropan-2-yl)amino)-1-oxo-3-phenylpropan-2-yl)-3-methyl-2-(2-(tert-pentylamino)acetamido)butanamide NC([C@H](C)NC([C@H](CC1=CC=CC=C1)NC([C@H](C(C)C)NC(CNC(C)(C)CC)=O)=O)=O)=O